NCC=1C=C(C=CC1)N1N=C(C=C1C(=O)NC1=C(C=C(C=C1)C(C1=CC=CC=C1)OCC1CC1)F)C(F)(F)F 1-(3-(aminomethyl)phenyl)-N-(4-((cyclopropylmethoxy)(phenyl)methyl)-2-fluorophenyl)-3-(trifluoromethyl)-1H-pyrazole-5-carboxamide